N-Benzooxazol-2-yl-2-(4-cyano-phenoxy)-2-(4-ethanesulfonyl-phenyl)-acetamide O1C(=NC2=C1C=CC=C2)NC(C(C2=CC=C(C=C2)S(=O)(=O)CC)OC2=CC=C(C=C2)C#N)=O